Cl.N[C@@H](C)C(=O)OCC1CCCCC1 Cyclohexylmethyl L-alaninate Hydrochloride